C(C)(CC)(C1=CC(=C(C=C1)O)C)C1=CC(=C(C=C1)O)C 4,4'-sec-butylidene-bis(2-methylphenol)